OC[C@H]1C(OCC(O1)=O)=O (S)-3-(hydroxymethyl)-1,4-dioxane-2,5-dione